tert-butyl 4-(6-(thiazol-5-yl)pyrazolo[1,5-a]pyrimidin-3-yl)piperidine-1-carboxylate S1C=NC=C1C=1C=NC=2N(C1)N=CC2C2CCN(CC2)C(=O)OC(C)(C)C